The molecule is tetracycline in which the hydrogen at position 7 is substituted by chlorine and a hydrogen attached to the amide nitrogen is substituted by a hydroxymethyl group. A tetracyline antibiotic, it is used to treat acne, urinary tract infections, gum disease, and other bacterial infections such as gonorrhoea and chlamydia. It has a role as an antimicrobial agent, an antibacterial drug, an antiprotozoal drug and a protein synthesis inhibitor. It is a member of tetracyclines and a tertiary alpha-hydroxy ketone. C[C@@]1([C@H]2C[C@H]3[C@@H](C(=O)C(=C([C@]3(C(=O)C2=C(C4=C(C=CC(=C41)Cl)O)O)O)O)C(=O)NCO)N(C)C)O